[6-(3-cyclopropyl-1,2,4-triazol-1-yl)-2-azaspiro[3.3]heptan-2-yl]-[4-[[1-(trifluoromethyl)cyclopropyl]methoxymethyl]norbornan-1-yl]methanone C1(CC1)C1=NN(C=N1)C1CC2(CN(C2)C(=O)C23CCC(CC2)(C3)COCC3(CC3)C(F)(F)F)C1